tert-butyl 7-fluoro-7-(hydroxymethyl)-2-azaspiro[3.5]nonane-2-carboxylate FC1(CCC2(CN(C2)C(=O)OC(C)(C)C)CC1)CO